C(C)(=O)N1[C@H]([C@@H]([C@H](C2=CC(=CC=C12)C(=O)NCCC#N)NC1=NC=CC(=N1)C)C)CC (2S,3R,4R)-1-acetyl-N-(2-cyanoethyl)-2-ethyl-3-methyl-4-((4-methylpyrimidin-2-yl)amino)-1,2,3,4-tetrahydroquinoline-6-carboxamide